COC1=NC=CC(=C1)C#CC1=C2C=C(N=CC2=C(N=C1)NC)NC(=O)C1CC1 N-(5-((2-methoxypyridin-4-yl)ethynyl)-8-(methylamino)-2,7-naphthyridin-3-yl)cyclopropanecarboxamide